ethyl 5-amino-1-(4-bromophenyl)-1H-pyrazole-4-carboxylate NC1=C(C=NN1C1=CC=C(C=C1)Br)C(=O)OCC